NC1CN(CC1)C(=O)OC(C)(C)C tert-butyl 3-aminopyrrolidine-1-carboxylate